F[C@H](CN1C(C2=CC(=C(C=C2C1)NC(=O)C=1C=NN2C1N=CC=C2)N2CCOCC2)=O)[C@H](C)O N-[2-[(2R,3S)-2-fluoro-3-hydroxy-butyl]-6-morpholino-1-oxo-isoindolin-5-yl]pyrazolo[1,5-a]pyrimidine-3-carboxamide